N1=NC=C(C2=CC=CC=C12)C=O 4-CINNOLINECARBOXALDEHYDE